CC1=C(C=C(C(=O)NCC2=NC=C3C=CC(=NC3=C2)C2=NC(=CC=C2)C2COCCC2)C=C1)S(=O)(=O)C 4-methyl-3-(methylsulfonyl)-N-((2-(6-(tetrahydro-2H-pyran-3-yl)pyridin-2-yl)-1,6-naphthyridin-7-yl)methyl)benzamide